4-{[7-cyano-3-(2,6-difluoro-3,5-dimethoxyphenyl)-2-oxo-3,4-dihydropyrido[4,3-d]pyrimidin-1(2H)-yl]methyl}piperidine-1-carboxylic acid tert-butyl ester C(C)(C)(C)OC(=O)N1CCC(CC1)CN1C(N(CC2=C1C=C(N=C2)C#N)C2=C(C(=CC(=C2F)OC)OC)F)=O